(7R)-2-[4-(3-cyclopropylphenoxy)phenyl]-7-(piperazin-1-yl)-4,5,6,7-tetrahydro-2H-pyrazolo[4,3-b]pyridine-3-carboxamide C1(CC1)C=1C=C(OC2=CC=C(C=C2)N2N=C3C(NCC[C@H]3N3CCNCC3)=C2C(=O)N)C=CC1